O1C(=CC=C1)[NH3+] furylammonium